CNS(=O)(=O)C=1SC(=CC1C1=C(C=C(C=C1)CN1C(=NC=C1)C(C)(C)C)C#N)CC(C)C methyl-(3-(4-((2-(tert-butyl)-1H-imidazol-1-yl)methyl)-2-cyanophenyl)-5-isobutylthiophene-2-yl)sulphonamide